(2-(dimethylamino)ethylsulfinyl)-5-(4-fluorophenyl)-N-(3-(imidazo[1,2-b]pyridazin-3-ylethynyl)-4-methylphenyl)-1H-imidazole-4-carboxamide CN(CCS(=O)N1C=NC(=C1C1=CC=C(C=C1)F)C(=O)NC1=CC(=C(C=C1)C)C#CC1=CN=C2N1N=CC=C2)C